ClC=1C=C(C=CC1Cl)N1N=NC(=C1)[C@H](C(C)C)NC(C(CC(C)C)P(OCC)(OCC)=O)=O Diethyl (1-(((S)-1-(1-(3,4-dichlorophenyl)-1H-1,2,3-triazol-4-yl)-2-methylpropyl)amino)-4-methyl-1-oxopentan-2-yl)phosphonate